lithium 1-(dimethyl (3-(pentan-2-yl)-1H-inden-1-yl) silyl)-4-phenyl-1,5,6,7-tetrahydro-s-indacene-1-ate C[Si](C1(C=CC2=C(C=3CCCC3C=C12)C1=CC=CC=C1)C(=O)[O-])(C1C=C(C2=CC=CC=C12)C(C)CCC)C.[Li+]